O1COC2=C1C=CC(=C2)C(CC)=O 1-(1,3-benzodioxol-5-yl)-1-propanone